N2-{2-[3-(trifluoromethoxy)phenyl][1,2,4]triazolo[1,5-c]quinazolin-5-yl}-D-norleucinamide FC(OC=1C=C(C=CC1)C1=NN2C(=NC=3C=CC=CC3C2=N1)N[C@H](CCCC)C(=O)N)(F)F